1-[(12aR)-10-Chloro-9-(2-chloro-6-hydroxyphenyl)-8-(difluoromethoxy)-3,4,12,12a-tetrahydro-6H-pyrazino[2,1-c][1,4]benzoxazepin-2(1H)-yl]prop-2-en-1-one ClC1=C(C(=CC=2CN3[C@@H](COC21)CN(CC3)C(C=C)=O)OC(F)F)C3=C(C=CC=C3O)Cl